1,4-phenylenebis((4-fluorophenyl)methanone) C1(=CC=C(C=C1)C(=O)C1=CC=C(C=C1)F)C(=O)C1=CC=C(C=C1)F